F[C@H]1[C@@]2(CC[C@H](C[C@H]1N(C1=CC=C(N=N1)C1=C(C=C(C=C1)C1=NC(N(C=N1)C)=O)O)C)N2)C 4-(4-(6-(((1S,2R,3R,5R)-2-fluoro-1-methyl-8-azabicyclo[3.2.1]octan-3-yl)(methyl)amino)pyridazin-3-yl)-3-hydroxyphenyl)-1-methyl-1,3,5-triazin-2(1H)-one